bromo-6-hydroxy-2-(methylthio)pyrimidine-4-carboxylic acid BrC=1C(=NC(=NC1O)SC)C(=O)O